CN1C(=NC2=C(C=C(C=C2C1=O)C)[C@@H](C)OC1=C(C=CC=C1)S(=O)(=O)C)N1CCOCC1 3,6-dimethyl-8-[(1R)-1-(2-methylsulfonylphenoxy)ethyl]-2-morpholino-quinazolin-4-one